NC=1C=C(C(=NC1)C1=C(C=2N=CN=C(C2N1C1=CC(=C(C=C1)OCC1=CC=CC=C1)F)O)C=C)C 6-(5-amino-3-methylpyridin-2-yl)-5-[4-(benzyloxy)-3-fluorophenyl]-7-vinyl-5H-pyrrolo[3,2-d]pyrimidine-4-ol